5-chloro-6-(trifluoromethyl)isoindoline ClC=1C=C2CNCC2=CC1C(F)(F)F